7-bromoheptanoic acid isopropyl ester C(C)(C)OC(CCCCCCBr)=O